C(C)(C)C1=C(C=CC=C1)[C@H]1N(CCC1)C(=O)[O-] (S)-2-(2-isopropylphenyl)pyrrolidine-1-carboxylate